4-(5-cyano-2-methoxyphenyl)-N-(5-(4-(dimethylcarbamoyl)phenyl)thiazolo[5,4-b]pyridin-2-yl)-6-methylnicotinamide C(#N)C=1C=CC(=C(C1)C1=CC(=NC=C1C(=O)NC=1SC2=NC(=CC=C2N1)C1=CC=C(C=C1)C(N(C)C)=O)C)OC